6-Aminoindol NC1=CC=C2C=CNC2=C1